tert-butyl (2R,5R)-5-(4-(4,6-dichloro-7H-pyrrolo[2,3-d]pyrimidin-7-yl)phenyl)-2-methylmorpholine-4-carboxylate ClC=1C2=C(N=CN1)N(C(=C2)Cl)C2=CC=C(C=C2)[C@@H]2CO[C@@H](CN2C(=O)OC(C)(C)C)C